BrC=1C=CC=C2CCC(C12)=O 7-bromo-2,3-dihydroinden-1-one